P(=O)(=O)OP(O)(O)=O phosphoPhosphoric acid